ClC1=C(C(=CC=C1)Cl)N1CC(C1)C1=NC(=C(C(=O)OCC)C(=C1)C)C ethyl 6-(1-(2,6-dichlorophenyl)azetidin-3-yl)-2,4-dimethylnicotinate